O1CCCC2C(C=CC=C12)=O tetrahydro-(5H)-chromen-5-one